1-(tert-butyl)-3-(2-oxo-1-(3-(trifluoromethyl)benzyl)-1,2,3,4-tetrahydroquinolin-6-yl)urea C(C)(C)(C)NC(=O)NC=1C=C2CCC(N(C2=CC1)CC1=CC(=CC=C1)C(F)(F)F)=O